CC1=C(C(=CC(=C1)C)C)S(=O)(=O)[O-].N[N+]1=CC(=CC(=C1)OC)Br 1-amino-3-bromo-5-methoxypyridine-1-ium 2,4,6-trimethylbenzenesulfonate